ClC1=C(C=C(C(=C1)Cl)OC(C(F)F)(F)F)NC(=O)N[C@H](C(=O)OC)C methyl (2S)-2-[[2,4-dichloro-5-(1,1,2,2-tetrafluoroethoxy)phenyl] carbamoylamino]propanoate